3-Bromo-2-methoxy-4-trifluoromethylpyridine BrC=1C(=NC=CC1C(F)(F)F)OC